CN(C1=NC(=NC(=N1)N)CSC1=NN=NN1C1=CC=CC2=CC=CC=C12)C N2,N2-dimethyl-6-(((1-(naphthalen-1-yl)-1H-tetrazol-5-yl)thio)methyl)-1,3,5-triazine-2,4-diamine